(+)-alpha-phenylethanesulfonic acid C1(=CC=CC=C1)C(C)S(=O)(=O)O